C(C)N1N=CC(=C1)B1OC(C(O1)(C)C)(C)C 1-Ethyl-4-(4,4,5,5-tetra-methyl-1,3,2-dioxa-borolan-2-yl)pyrazole